O1CCN(CC1)C1=CC=C(C=C1)C1=CC=CC2=C1N=C(S2)N (4-morpholinophenyl)-1,3-benzothiazol-2-amine